(6,8-difluoro-3,4-dihydro-1(2H)-quinolinyl)(5-(4-(dimethylamino)phenyl)-3-pyridinyl)methanone FC=1C=C2CCCN(C2=C(C1)F)C(=O)C=1C=NC=C(C1)C1=CC=C(C=C1)N(C)C